((S)-1-(((S)-5-amino-1-(3-benzyl-1,2,4-oxadiazol-5-yl)pentyl)amino)-3-(4-hydroxy-2,6-dimethylphenyl)-1-oxopropan-2-yl)-5-guanidinopentanamide NCCCC[C@@H](C1=NC(=NO1)CC1=CC=CC=C1)NC([C@@H](CC1=C(C=C(C=C1C)O)C)C(C(=O)N)CCCNC(=N)N)=O